NC1=CC(=NC=C1C(=O)NCC(F)F)Cl 4-amino-6-chloro-N-(2,2-difluoroethyl)nicotinamide